C(C)(C)(C)OC(=O)N(CCOCCOC/C=C/C(=O)OC)C(=O)OC(C)(C)C methyl (E)-4-[2-[2-[bis(tert-butoxycarbonyl)amino]ethoxy] ethoxy]but-2-enoate